5-(4-(piperazine-1-carbonyl)phenyl)-N-(2-chlorophenyl)nicotinamide N1(CCNCC1)C(=O)C1=CC=C(C=C1)C=1C=NC=C(C(=O)NC2=C(C=CC=C2)Cl)C1